2,4-dimethylthiophenone CC=1S(C=C(C1)C)=O